C(C)OC(=O)C1=C(N=NN1CC1=CC=C(C=C1)OC)C1=CC=C(C=C1)C1=CC=C(C=C1)C=1SC(=NN1)C 1-(4-Methoxybenzyl)-4-(4'-(5-methyl-1,3,4-thiadiazol-2-yl)-[1,1'-biphenyl]-4-yl)-1H-1,2,3-triazole-5-carboxylic acid ethyl ester